CC1=C(C=C(C=C1)NC(=O)C1C2CCC1C2)C2=NC=CC=C2 N-(4-methyl-3-pyridin-2-ylphenyl)bicyclo[2.1.1]hexane-5-carboxamide